Cl.C(C)OC([C@@H](N)CO)=O Serine ethyl ester HCl